2-(2,6-dioxopiperidin-3-yl)-4-((2-(2-(2-hydroxyethoxy)ethoxy)ethyl)amino)isoindole-1,3-dione O=C1NC(CCC1N1C(C2=CC=CC(=C2C1=O)NCCOCCOCCO)=O)=O